C(C1=CC=CC=C1)OCC1CC(C1)C1=CC=C(C=C1)NC(OC(C)(C)C)=O tert-butyl (4-(3-((benzyloxy)methyl)cyclobutyl)phenyl)carbamate